(5S)-2-(4-Chloro-3-fluorobenzyl)-3-oxo-2,3,5,6,7,8-hexahydro[1,2,4]triazolo[4,3-a]pyridine-5-carboxylic acid ClC1=C(C=C(CN2N=C3N([C@@H](CCC3)C(=O)O)C2=O)C=C1)F